carbon di-sulfide C(=S)=S